(S)-5-carbonyl-pyrrolidine-2-carbaldehyde C(=O)=C1CC[C@H](N1)C=O